CN1CCCC2=CC(=CC=C12)OC(NC1=C(C=CC=C1)Cl)=O (2-chloro-phenyl)-carbamic acid 1-methyl-1,2,3,4-tetrahydro-quinolin-6-yl ester